di-tert-butyl (R)-2-(hydroxymethyl)piperazine-1,4-dicarboxylate OC[C@@H]1N(CCN(C1)C(=O)OC(C)(C)C)C(=O)OC(C)(C)C